3-((4-(4-(2-(1-aminopiperidin-4-yl)ethyl)piperazin-1-yl)-2,5-difluorophenyl)amino)piperidine-2,6-dione NN1CCC(CC1)CCN1CCN(CC1)C1=CC(=C(C=C1F)NC1C(NC(CC1)=O)=O)F